(R)-3-amino-4-(3-thienyl)-butyric acid N[C@@H](CC(=O)O)CC1=CSC=C1